2-(cyclobutyl(methyl)amino)-4-(ethoxycarbonyl)benzoic acid C1(CCC1)N(C1=C(C(=O)O)C=CC(=C1)C(=O)OCC)C